CN1CC2CN(CC(C1)O2)C=2C=CC1=C(N=C(O1)C1=C3C=C(N=CC3=C(N=C1)NC)NC(=O)C1CC1)C2 N-(5-(5-(7-methyl-9-oxa-3,7-diazabicyclo[3.3.1]non-3-yl)benzo[d]oxazol-2-yl)-8-(methylamino)-2,7-naphthyridin-3-yl)cyclopropanecarboxamide